dibutyl-bisphenol A C(CCC)C=1C(=C(O)C=CC1C(C)(C)C1=CC=C(C=C1)O)CCCC